1-(4-(difluoromethyl)pyridin-2-yl)-3-(2-(thieno[3,2-d]pyrimidine-4-carbonyl)-2-azaspiro[3.3]heptan-6-yl)urea FC(C1=CC(=NC=C1)NC(=O)NC1CC2(CN(C2)C(=O)C=2C3=C(N=CN2)C=CS3)C1)F